O1C=2C(C(CCC1)CO)=CSC2 (2,3,4,5-Tetrahydrothieno[3,4-b]oxepin-5-yl)methanol